ClC1=C(C=C2C(=C(C(N(C2=N1)C=1C(=NC=CC1C)C(C)C)=O)C#N)O)F 7-chloro-6-fluoro-4-hydroxy-1-(2-isopropyl-4-methylpyridin-3-yl)-2-oxo-1,2-dihydro-1,8-naphthyridine-3-carbonitrile